CS(=O)(=O)N1CCN(CC1)C(=O)C=1C=NC2=CC=CC=C2C1N1CCC(CC1)(C#N)C1=CC=C(C=C1)B1OC(C(O1)(C)C)(C)C 1-[3-(4-methylsulfonylpiperazine-1-carbonyl)-4-quinolyl]-4-[4-(4,4,5,5-tetramethyl-1,3,2-dioxaborolan-2-yl)phenyl]piperidine-4-carbonitrile